BrC1=CC=2C(C3=CC=C(C=C3N(C2C=C1)C(=O)OC(C)(C)C)OCC(=C)O[Si](C)(C)C(C)(C)C)(C)C tert-butyl 2-bromo-6-((2-((tert-butyldimethylsilyl)oxy)allyl)oxy)-9,9-dimethylacridine-10(9H)-carboxylate